6-amino-2,3,4-trimethoxybenzamide NC1=CC(=C(C(=C1C(=O)N)OC)OC)OC